tert-Butyl (2S,4R)-2-[(2-{[(2S,5R)-6-benzyloxy-7-oxo-1,6-diazabicyclo[3.2.1]oct-2-yl]carbonyl}hydrazinyl)carbonyl]-4-cyclopropylmethylpiperidine-1-carboxylate C(C1=CC=CC=C1)ON1[C@@H]2CC[C@H](N(C1=O)C2)C(=O)NNC(=O)[C@H]2N(CC[C@H](C2)CC2CC2)C(=O)OC(C)(C)C